2-(3,4-epoxycyclohexyl)ethyl-trioxysilane C1(CC2C(CC1)O2)CCOOO[SiH3]